ClC1=CC(=CC2=C1N=C(S2)N2CCN(CC2)CCCO)C(=O)NC2CCCC2 4-chloro-N-cyclopent-yl-2-(4-(3-hydroxy-propyl)piperazin-1-yl)-benzo[d]thiazole-6-carboxamide